C1(CCC1)N1C(=NC2=NC(=NC(=C12)N1C(CC(CC1)C#N)C)OC[C@]12CCCN2C[C@@H](C1)F)C(=O)C1=CC(=CC2=CC=C(C(=C12)C#C)F)O 1-[7-cyclobutyl-8-(8-ethynyl-7-fluoro-3-hydroxy-1-naphthoyl)-2-{[(2R,7aS)-2-fluorotetrahydro-1H-pyrrolizin-7a(5H)-yl]methoxy}-7H-purin-6-yl]-2-methylpiperidine-4-carbonitrile